(S)-2-bromo-1-(tetrahydrofuran-2-yl)ethanone BrCC(=O)[C@H]1OCCC1